OCC(C(=O)O)(C)C 3-hydroxy-2,2-dimethyl-propionic acid